N1(N=CN=C1)C(C)=O (1H-1,2,4-triazol-1-yl)ethanone